ClC1=C(C(=O)NCCCNC(=O)C2CCN(CC2)C(=O)OC(C)(C)C)C=CC(=C1)NC=1C=2N(C=CN1)C(=CN2)C2=C(C(=C(C=C2)OC(F)F)F)F tert-Butyl 4-[3-[[2-chloro-4-[[3-[4-(difluoromethoxy)-2,3-difluoro-phenyl]imidazo[1,2-a]pyrazin-8-yl]amino]benzoyl]amino]propylcarbamoyl]piperidine-1-carboxylate